(6,6-dioxo-6lambda6-thia-2,5-diazaspiro[3.4]octan-2-yl)-[6-[[2-fluoro-4-(trifluoromethylsulfonimidoyl)phenyl]methyl]-2-azaspiro[3.3]heptan-2-yl]methanone O=S1(NC2(CN(C2)C(=O)N2CC3(C2)CC(C3)CC3=C(C=C(C=C3)S(=O)(=N)C(F)(F)F)F)CC1)=O